BrC1=CC=C2C(CCC(C2=C1)=O)(C)C 7-bromo-4,4-dimethyl-2,3-dihydronaphthalen-1-one